C(CC(C)CCC=C(C)C)C(=O)O.C(=O)OCCC(CCC=C(C)C)C 3,7-dimethyloct-6-en-1-yl formate (CITRONELLYL FORMATE)